[6-[5-(1-hydroxycyclopropyl)-4H-1,2,4-triazol-3-yl]-2-azaspiro[3.3]heptan-2-yl]-[6-[[5-(trifluoromethyl)-2-pyridyl]methyl]-2-azaspiro[3.3]heptan-2-yl]methanone OC1(CC1)C=1NC(=NN1)C1CC2(CN(C2)C(=O)N2CC3(C2)CC(C3)CC3=NC=C(C=C3)C(F)(F)F)C1